ONC(=O)C1=CN=C(S1)NC([C@H](CC)C1=CC=C(C=C1)OC)=O |r| (±)-N-hydroxy-2-(2-(4-methoxyphenyl)butanamido)thiazole-5-carboxamide